boron 2,3-pinanediol C12C(C(CC(C1(C)C)C2)O)(C)O.[B]